BrC=1C(=NC2=C(C=CN=C2C1)OC1=C(C=C(C=C1F)[N+](=O)[O-])F)OC 3-bromo-8-(2,6-difluoro-4-nitrophenoxy)-2-methoxy-1,5-naphthyridine